(S)-(+)-2-ethoxy-4-[2-(3-methyl-1-[2-(piperidin-1-yl)phenyl]butylamino)-2-oxoethyl]benzoic acid C(C)OC1=C(C(=O)O)C=CC(=C1)CC(=O)N[C@@H](CC(C)C)C1=C(C=CC=C1)N1CCCCC1